(S)-2-amino-3-octanamidopropanoic acid N[C@H](C(=O)O)CNC(CCCCCCC)=O